FN[C@@H](CC1=CC=CC=C1)C(=O)O Fluoro-L-phenylalanine